(1R,3r)-N-(4-(2-(4-bromophenyl)but-3-yn-2-yl)thiazol-2-yl)-3-(hydroxymethyl)cyclobutane-1-carboxamide BrC1=CC=C(C=C1)C(C)(C#C)C=1N=C(SC1)NC(=O)C1CC(C1)CO